C(C)C1(COC1)COCCOCCOCCOCC1(COC1)CC triethylene glycol bis(3-ethyl-3-oxetanylmethyl) ether